3-[5-(4-aminopiperidin-1-yl)-6-(3,5-difluorophenyl)-1,8-naphthyridin-3-yl]-2-hydroxybenzonitrile NC1CCN(CC1)C1=C2C=C(C=NC2=NC=C1C1=CC(=CC(=C1)F)F)C=1C(=C(C#N)C=CC1)O